(6S)-6-(2-((6-bromohexyl)oxy)ethyl)-4-(4-chlorophenyl)-2,3,9-trimethyl-6H-thieno[3,2-f][1,2,4]triazolo[4,3-a][1,4]diazepine BrCCCCCCOCC[C@H]1C=2N(C3=C(C(=N1)C1=CC=C(C=C1)Cl)C(=C(S3)C)C)C(=NN2)C